1-[5-(4-benzyloxy-2-ethyl-5-methyl-pyrazol-3-yl)-1-[(4-methoxyphenyl)methyl]-1,2,4-triazol-3-yl]-N-[(2,4-dimethoxyphenyl)methyl]-5-methyl-pyrazolo[3,4-c]pyridine-3-carboxamide C(C1=CC=CC=C1)OC1=C(N(N=C1C)CC)C1=NC(=NN1CC1=CC=C(C=C1)OC)N1N=C(C=2C1=CN=C(C2)C)C(=O)NCC2=C(C=C(C=C2)OC)OC